[C@H]12CN(C[C@H](CC1)N2)C2=NC(=NC1=C(C(=CC=C21)C2=CC(=CC1=CC=CC=C21)O)F)N2CC(C2)N2CC(C2)O 1'-(4-((1R,5S)-3,8-diazabicyclo[3.2.1]octan-3-yl)-8-fluoro-7-(3-hydroxynaphthalen-1-yl)quinazolin-2-yl)-[1,3'-biazetidin]-3-ol